BrC1=CC(=C(O[C@H](C(=O)O)C(C)C)C=C1)F (2S)-2-(4-bromo-2-fluoro-phenoxy)-3-methyl-butanoic acid